FC=1C(=C(C=CC1)NC1=C(NC2=C1C(NCC2)=O)C2=C(C=NC=C2)OC[C@]2(N(CCC2)C(C=C)=O)C)OC 3-[(3-fluoro-2-methoxyphenyl)amino]-2-(3-{[(2S)-2-methyl-1-(prop-2-enoyl)pyrrolidin-2-yl]methoxy}pyridin-4-yl)-1H,5H,6H,7H-pyrrolo[3,2-c]pyridin-4-one